C(C)N1C(=NC2=C1C=CC=C2)[C@@H]2[C@H](C2)C(=O)NC2(CC2)C(=O)NC=2C=NC(=CC2)C(F)(F)F 1-((1S,2S)-2-(1-ethyl-1H-benzo[d]imidazol-2-yl)cyclopropane-1-carboxamido)-N-(6-(trifluoromethyl)pyridin-3-yl)cyclopropane-1-carboxamide